tert-butyl 3-(4-(4'-chloro-5'-oxo-5'H-spiro[cyclohexane-1,7'-indolo[1,2-a]quinazolin]-9'-yl)piperazin-1-yl)azetidine-1-carboxylate ClC=1C=2C(N=C3N(C2C=CC1)C1=CC=C(C=C1C31CCCCC1)N1CCN(CC1)C1CN(C1)C(=O)OC(C)(C)C)=O